CON(C(CC1=CC(=C(C(=C1)OC)OC)OC)=O)C N-methoxy-N-methyl-2-(3,4,5-trimethoxyphenyl)acetamide